COC=1C=C(CN2N=C3N(CCCC3)C2=O)C=CC1 (5RS)-2-(3-Methoxybenzyl)-3-oxo-2,3,5,6,7,8-hexahydro[1,2,4]triazolo[4,3-a]pyridin